C(C)(C)(C)OC(=O)N1[C@H]2CN(C[C@@H]1CC2)C=2C=CC(=C(C(=O)N[C@H](C)C=1C=C(C=C(C1)O)C1=C(N(C=C1)C)C(=O)O)C2)C [3-[(1R)-1-[[5-[(1R,5S)-8-tert-Butoxycarbonyl-3,8-diazabicyclo[3.2.1]oct-3-yl]-2-methyl-benzoyl]amino]ethyl]-5-hydroxy-phenyl]-1-methyl-pyrrole-2-carboxylic acid